C1(=C(C=CC=C1)OC1=CC=C2C(=N1)N(N=C2)C)C2=CC=CC=C2 6-([1,1'-biphenyl]-2-yloxy)-1-methyl-1H-pyrazolo[3,4-b]pyridine